3-((4-(2-(2-aminopyridin-3-yl)-5-phenyl-3H-imidazo[4,5-b]pyridin-3-yl)benzyl)carbamoyl)-2-fluorobenzenesulfonic acid NC1=NC=CC=C1C1=NC=2C(=NC(=CC2)C2=CC=CC=C2)N1C1=CC=C(CNC(=O)C=2C(=C(C=CC2)S(=O)(=O)O)F)C=C1